2,6-dimethyl-p-phenylene ether CC1=C2C(=CC(=C1)O2)C